(acetylacetone) zirconium [Zr].C(C)(=O)CC(C)=O